6H-cyclopropa[f]indazole-3-carboxamide hydrochloride Cl.N1N=C(C=2C=C3C(CC12)=C3)C(=O)N